5-fluoro-3-methoxy-1-(4-nitrophenyl)-4-trifluoromethylpyrazole FC1=C(C(=NN1C1=CC=C(C=C1)[N+](=O)[O-])OC)C(F)(F)F